C(CCC)[C@]1(CS(C2=C(N(C1)C1=CC=C(C=C1)F)C=C(C(=C2)OCC(=O)OC(C)(C)C)SC)(=O)=O)CC |r| racemic-tert-butyl 2-((3-butyl-3-ethyl-5-(4-fluorophenyl)-7-(methylthio)-1,1-dioxido-2,3,4,5-tetrahydro-1,5-benzothiazepin-8-yl)oxy)acetate